C[C@@H]1[C@H]([C@@H]1C1=NN=CN1C)C=1C=C(C=CC1)N1C(C2=CC=CC(=C2C1)C(F)(F)F)=O |r| 2-[3-[(1R,2R,3R) and (1S,2S,3S)-2-methyl-3-(4-methyl-4H-1,2,4-triazol-3-yl)cyclopropyl]phenyl]-4-(trifluoromethyl)-2,3-dihydro-1H-isoindol-1-one